2-[4-(2-methylpyrazol-3-yl)pyrazolo[3,4-b]pyridin-1-yl]-N-(5-pyrazin-2-yl-2-pyridyl)acetamide CN1N=CC=C1C1=C2C(=NC=C1)N(N=C2)CC(=O)NC2=NC=C(C=C2)C2=NC=CN=C2